C(C)(C)(C)O[C@@H]1C[C@H](N(C1)C(=O)OC(C)(C)C)C(=O)O (2S,4R)-4-(tert-Butoxy)-1-(tert-butoxycarbonyl)pyrrolidine-2-carboxylic acid